1-valeryl-lysergic acid diethylamide C(C)N(C(=O)[C@H]1CN(C)[C@@H]2CC3=CN(C4=CC=CC(C2=C1)=C34)C(CCCC)=O)CC